C(C)(=O)C1=NN(C(=C1Br)C)C1CC2(CN(C2)C(=O)OC(C)(C)C)C1 tert-butyl 6-(3-acetyl-4-bromo-5-methyl-1H-pyrazol-1-yl)-2-azaspiro[3.3]Heptane-2-carboxylate